2-(2-propyl)oxy-4-aminobenzoic acid CC(C)OC1=C(C(=O)O)C=CC(=C1)N